FC1([C@H](C1)C1=CC(=C(C=C1F)N1C(C=CC2=CC(=CC=C12)S(=O)(=O)NC1=NOC=C1)=O)OC)F (P)-(R)-1-(4-(2,2-difluorocyclopropyl)-5-fluoro-2-methoxyphenyl)-N-(isoxazol-3-yl)-2-oxo-1,2-dihydroquinoline-6-sulfonamide